N-(4-{1-[(2,4-difluorophenyl)carbonyl]piperidin-4-yl}butyl)thieno[2,3-c]pyridine-2-carboxamide FC1=C(C=CC(=C1)F)C(=O)N1CCC(CC1)CCCCNC(=O)C1=CC=2C(=CN=CC2)S1